FC(C=1C(=C(C=CC1)[C@@H](C)NC=1C2=C(N=C(N1)C)C=NC(=C2)NC(C)C)F)F N4-{(1R)-1-[3-(difluoromethyl)-2-fluorophenyl]ethyl}-2-methyl-N6-(propan-2-yl)pyrido[3,4-d]pyrimidine-4,6-diamine